C1=C(C=CC2=CC=CC=C12)N1CCCN(S1(=O)=O)CC(=O)NC1C2CC3(CC(CC1C3)C2)C(=O)N 4-(2-(6-(naphthalen-2-yl)-1,1-dioxido-1,2,6-thiadiazinan-2-yl)acetamido)adamantane-1-carboxamide